carbamoyl-1,2-ditetradecylpropylamine C(N)(=O)NC(C(C)CCCCCCCCCCCCCC)CCCCCCCCCCCCCC